C(CCCCCCCC)N(CC(=O)N(C)CCCCN(C(CN(CCCCCCCCC)CCN(CCCCCCCCC)CCCCCCCCC)=O)C)CCCCCCCCC 2-(dinonylamino)-N-(4-(2-((2-(dinonylamino)ethyl)(nonyl)amino)-N-methylacetamido)butyl)-N-methyl-acetamide